methyl-((4-((2-(azetidin-1-ylsulfonyl)-4-(isoindolin-2-ylmethyl) phenoxy) methyl) piperidin-1-yl) sulfonyl) acetate C(C)(=O)OS(=O)(=O)N1C(CC(CC1)COC1=C(C=C(C=C1)CN1CC2=CC=CC=C2C1)S(=O)(=O)N1CCC1)C